2-tert-butyl-1'-{7-ethoxy-1,3-bis[(trideuterio)methyl]-1H-indazole-5-carbonyl}-5H-spiro[[1,3]benzothiazole-6,4'-piperidin]-4(7H)-one C(C)(C)(C)C=1SC2=C(N1)C(CC1(CCN(CC1)C(=O)C=1C=C3C(=NN(C3=C(C1)OCC)C([2H])([2H])[2H])C([2H])([2H])[2H])C2)=O